N,N-bis(4-methoxybenzyl)prop-2-yn-1-amine COC1=CC=C(CN(CC#C)CC2=CC=C(C=C2)OC)C=C1